CC(C)(C)[S@@](=O)/N=C(\C)/C1=C(C(=CC(=C1)[N+](=O)[O-])C(F)(F)F)C (R,E)-2-methyl-N-(1-(2-methyl-5-nitro(trifluoromethyl)phenyl)ethylidene)propane-2-sulfinamide